NC1=C(C=CC=C1)NC(C)O ((2-aminophenyl)amino)ethan-1-ol